3-(5-((2-(3-(5-chloropyrimidin-2-yl)azetidin-1-yl)cyclohexyl)oxy)-1-oxoisoindolin-2-yl)piperidine-2,6-dione ClC=1C=NC(=NC1)C1CN(C1)C1C(CCCC1)OC=1C=C2CN(C(C2=CC1)=O)C1C(NC(CC1)=O)=O